(2R)-N-((R)-(3-chloro-4-fluorophenyl)(1-(R)-(1,1,1-trifluoropropan-2-yl)-piperidin-4-yl)methyl)-3-oxopiperazine-1-carboxamide ClC=1C=C(C=CC1F)[C@H](NC(=O)N1CC(NCC1)=O)C1CCN(CC1)[C@@H](C(F)(F)F)C